FC(C(=O)O)(F)F.N1C[C@@H](CCCC1)NC1=NC=2N(C=C1)N=CC2C(=O)NC2=C(C=C(C=C2)N2CCOCC2)C(F)(F)F (R)-5-(azepan-3-ylamino)-N-(4-morpholino-2-(trifluoromethyl)phenyl)pyrazolo[1,5-a]pyrimidine-3-carboxamide trifluoroacetate salt